4-{6-[(1H-benzotriazol-1-yl)methyl]-6H-pyrrolo[2,3-c]pyridin-2-yl}benzonitrile N1(N=NC2=C1C=CC=C2)CN2C=C1C(C=C2)=CC(=N1)C1=CC=C(C#N)C=C1